(R)-5-bromo-N-(8,9-difluoro-6-oxo-1,4,5,6-tetrahydro-2H-pyrano[3,4-c]isoquinolin-1-yl)-N-methyl-6-(trifluoromethyl)nicotinamide BrC=1C(=NC=C(C(=O)N(C)[C@H]2COCC=3NC(C=4C=C(C(=CC4C32)F)F)=O)C1)C(F)(F)F